F[Sb-](F)(F)(F)(F)F.C(CCCCCCC)OC1=CC=C(C=C1)[I+]C1=CC=CC=C1 (4-(octyloxy)phenyl)(phenyl)iodonium hexafluoroantimonate